methyl 6-amino-3-(3-((tert-butoxycarbonyl) amino)-2-chloro-6-fluorophenoxy)-2-fluorobenzoate NC1=CC=C(C(=C1C(=O)OC)F)OC1=C(C(=CC=C1F)NC(=O)OC(C)(C)C)Cl